CC1(OCCO1)C1=CC=C(C=C1)NO N-(4-(2-methyl-1,3-dioxolan-2-yl)phenyl)hydroxylamine